C(C)(C)(C)C1=CC=C(C=C1)C(=O)NCCOCCOCC(=O)N[C@H](C(=O)N[C@H](C(=O)OCC1=CC=CC=C1)CO)CCCCN(CC)CC benzyl (2S)-2-[(2S)-2-[2-(2-{2-[(4-tert-butylphenyl)formamido]ethoxy}ethoxy)acetamido]-6-(diethylamino)hexanamido]-3-hydroxypropanoate